phosphoheptyne P(=O)(=O)C#CCCCCC